(2s,4s)-2-(4-(4-cyclopropylphenyl)piperidine-1-carbonyl)-7-oxa-5-azaspiro[3.4]octan-6-one C1(CC1)C1=CC=C(C=C1)C1CCN(CC1)C(=O)C1CC2(C1)NC(OC2)=O